3-chloro-2-(2-(5-chloro-1-methyl-1H-imidazol-4-yl)-6-fluorophenyl)-N-(2-oxaspiro[3.3]heptan-6-yl)imidazo[1,2-a]pyridine-7-carboxamide ClC1=C(N=C2N1C=CC(=C2)C(=O)NC2CC1(COC1)C2)C2=C(C=CC=C2F)C=2N=CN(C2Cl)C